B1(OC(C(O1)(C)C)(C)C)C2=CC=C(C=C2)S(=O)(=O)NC3CCNCC3 4-(N-PIPERIDIN-4-YLSULFAMOYL)PHENYLBORONIC ACID